FC1=C(C=CC(=C1F)OC)C1=CN=C2N1C=CN=C2NC2=CC(=C(C=C2)C(=O)N2CCN(CC2)C(=O)[C@@H]2[C@@H](CNCC2)O)C |r| [4-[[3-(2,3-difluoro-4-methoxy-phenyl)imidazo[1,2-a]pyrazin-8-yl]amino]-2-methyl-phenyl]-[4-[rac-(3S,4S)-3-hydroxypiperidine-4-carbonyl]piperazin-1-yl]methanone